C[Si](C#CC1=CC=C(C=C1)C1COCC1)(C)C trimethyl((4-(tetrahydrofuran-3-yl)phenyl)ethynyl)silane